2,N-dicyclohexyl-2-[2-(4-fluoro-3-methyl-phenyl)-benzimidazol-1-yl]-acetamide C1(CCCCC1)C(C(=O)NC1CCCCC1)N1C(=NC2=C1C=CC=C2)C2=CC(=C(C=C2)F)C